3,4,5,6-tetrahydro-2H-pyran-4-ylmethylamine O1CCC(CC1)CN